C(C(=C)C)(=O)OCCCCCCCCCCCCCCCCCCCOC(C(=C)C)=O 1,19-nonadecanediol dimethacrylate